ClC1=NC=CC(=C1)C(CC1=NC(=NC(=N1)N[C@@H](CO)CC(C)C)NS(=O)(=O)C)C N-(4-(2-(2-chloropyridin-4-yl)propyl)-6-(((R)-1-hydroxy-4-methylpentan-2-yl)amino)-1,3,5-triazin-2-yl)methanesulfonamide